F[C@H](CCCCC(=O)NC1=CC=C(C=C1)NCC1=CC=C(C=C1)O)CF (6R)-6,7-difluoro-N-(4-((4-hydroxybenzyl)amino)phenyl)heptanamide